(R)-N-(3-fluoro-4-((3-((1-hydroxypropane-2-yl)amino)-1H-pyrazolo[3,4-b]pyridine-4-yl)oxy)phenyl)-3-(4-fluorophenyl)-1-isopropyl-2,4-dioxo-1,2,3,4-tetrahydropyrimidine-5-carboxamide FC=1C=C(C=CC1OC1=C2C(=NC=C1)NN=C2N[C@@H](CO)C)NC(=O)C=2C(N(C(N(C2)C(C)C)=O)C2=CC=C(C=C2)F)=O